CN1CCC(CC1)C(=O)NC1=CC=C2C(=N1)NC=C2C2=CC=C(C(=O)O)C=C2 4-(6-(1-Methylpiperidine-4-carboxamido)-1H-pyrrolo[2,3-b]pyridin-3-yl)benzoic acid